N1=C(OC(C2=C1C=CC=C2)=O)C2=CC=C(N)C=C2 4-(3,1-benzoxazin-4-one-2-yl)aniline